ClP(C1=CC=C(C=C1)N(C)C)(C(C)(C)C)(C(C)(C)C)Cl.[Pd] palladium dichlorodi-tert-butyl-(4-dimethylaminophenyl)phosphorus